C(=C)N1C2=CC=CC=C2C=2C=CC=CC12 9-Vinylcarbazol